C(C(=C)C)(=O)OCCP(=O)=C(O)C[N+](C)(C)C methacryloyloxylethyl-phosphoryl-choline